BrC=1C=C(C=NC1Cl)S(=O)(=O)N1CCC2(C[C@H](CO2)N(C(OC(C)(C)C)=O)C[C@@H](COC2=CC(=CC=C2)S(=O)(=O)C2(CC2)CO)O)CC1 tert-Butyl ((R)-8-((5-Bromo-6-chloropyridin-3-yl)sulfonyl)-1-oxa-8-azaspiro[4.5]decan-3-yl)((S)-2-hydroxy-3-(3-((1-(hydroxymethyl)cyclopropyl)sulfonyl) phenoxy)propyl)carbamate